C(C)N(S(=O)(=O)C1=CC=C(C=C1)S(=O)(=O)[C@@H]1CN(CCC1)C(=O)OC(C)(C)C)CC tert-Butyl (S)-3-((4-(N,N-diethylsulfamoyl)phenyl)sulfonyl)piperidine-1-carboxylate